4-(6-((1-amino-1-oxoprop-2-yl)thio)-3,5-dicyano-4-cyclopropylpyridin-2-yl)-1,4-diazepan-1-carboxylic acid tert-butyl ester C(C)(C)(C)OC(=O)N1CCN(CCC1)C1=NC(=C(C(=C1C#N)C1CC1)C#N)SC(C(=O)N)C